ClC=1C=C2C(=CN(C2=CC1)CC1=C(C=C(C=C1)Cl)Cl)C(=O)N1CCN(CC1)C1=NC=CC=N1 (5-chloro-1-(2,4-dichlorobenzyl)-1H-indol-3-yl)(4-(pyrimidin-2-yl)piperazin-1-yl)methanone